ClC1=CC(=NC2=CC(=C(C=C12)OC)OC)NCC1=CC=C(C=C1)OC 4-chloro-6,7-dimethoxy-N-(4-methoxybenzyl)quinoline-2-amine